(S)-2-((2-((S)-4-(difluoromethyl)-2-carbonyloxazolidin-3-yl)-3-fluoro-5,6-dihydrobenzo[f]imidazo[1,2-d][1,4]oxazepin-9-yl)amino)propanamide FC([C@H]1N(C(OC1)=C=O)C=1N=C2N(CCOC3=C2C=CC(=C3)N[C@H](C(=O)N)C)C1F)F